BrC1=C(C=C(C(=O)N2[C@@H](CC(=C(C2)O)C(=O)OCC)C)C=C1)C(F)(F)F ethyl (R)-1-(4-bromo-3-(trifluoromethyl)benzoyl)-5-hydroxy-2-methyl-1,2,3,6-tetrahydropyridine-4-carboxylate